NC(C)C1=CC=NC2=C(C=C(C=C12)C1=NC(=NC=C1F)NC1CCN(CC1)S(=O)(=O)C)F (-)-4-(4-(1-aminoethyl)-8-fluoroquinolin-6-yl)-5-fluoro-N-(1-(methylsulfonyl)piperidin-4-yl)pyrimidin-2-amine